2-(8,8-Dimethyl-4-oxo-7,10-dihydro-8H-pyrano[3'',4'':5',6']pyrido[3',2':4,5]thieno[3,2-d]pyrimidin-3(4H)-yl)-N-(2-furylmethyl)acetamide CC1(CC=2C(=CC3=C(SC4=C3N=CN(C4=O)CC(=O)NCC=4OC=CC4)N2)CO1)C